N1(CC(CCC1)C(=O)OC)C(=O)OCC1=CC=CC=C1 1-benzyl 3-methyl piperidine-1,3-dicarboxylate